ammonium nickel(I) sulfate S(=O)(=O)([O-])[O-].[Ni+].[NH4+]